5-(8-fluoro-2-methylimidazo[1,2-a]pyridin-6-yl)-N-neopentyl-7H-pyrrolo[2,3-d]pyrimidin-2-amine FC=1C=2N(C=C(C1)C1=CNC=3N=C(N=CC31)NCC(C)(C)C)C=C(N2)C